2-acetyl-2,5-dimethylhex-4-enoic acid ethyl ester C(C)OC(C(CC=C(C)C)(C)C(C)=O)=O